FC1=C(C(=O)NC([2H])([2H])[2H])C=C(C(=C1)NC1=NC=C2N(C(N(C2=N1)C1CCOCC1)=O)C)C 2-fluoro-5-methyl-N-(methyl-d3)-4-((7-methyl-8-oxo-9-(tetrahydro-2H-pyran-4-yl)-8,9-dihydro-7H-purin-2-yl)amino)benzamide